7-allyl-2-oxa-7-azaspiro[3.5]nonane C(C=C)N1CCC2(COC2)CC1